ClC1=C(C=CC(=C1)Cl)C(C)=O 1-(2,4-dichlorophenyl)ethan-1-one